FC1(CC1)C(CNC(OC(C)(C)C)=O)=O tert-butyl [2-(1-fluorocyclopropyl)-2-oxoethyl]carbamate